C(CN(C=C(C(=O)O)C)C=C(C(=O)O)C)N(C=C(C(=O)O)C)C=C(C(=O)O)C ethylenediaminetetra(methacrylic acid)